1-(2-bromophenyl)-5-methoxy-N1,N3,N3-trimethylbenzene-1,3-diamine BrC1=C(C=CC=C1)C1(CC(=CC(=C1)OC)N(C)C)NC